4-(3-((((1S,3R)-3-amino-cyclohexyl)methyl)amino)-1-(4-methoxyphenyl)-1H-pyrazol-5-yl)-2-fluorobenzonitrile N[C@H]1C[C@H](CCC1)CNC1=NN(C(=C1)C1=CC(=C(C#N)C=C1)F)C1=CC=C(C=C1)OC